(7-(3-chloro-4-hydroxyphenyl)pyrazolo[1,5-a]pyridin-3-yl)(piperidin-1-yl)methanone ClC=1C=C(C=CC1O)C1=CC=CC=2N1N=CC2C(=O)N2CCCCC2